NC1=NC=CC=C1C1=NC=2C(=NC(=CC2)C2C=CC=C2)N1C=1C=C2CCC(C2=CC1)C(=O)O 5-[2-(2-aminopyridin-3-yl)-5-(cyclopenta-2,4-dien-1-yl)imidazo[4,5-b]pyridin-3-yl]-2,3-dihydro-1H-indene-1-carboxylic acid